(1R,2R)-N-(4-Oxo-4,5,6,7-tetrahydropyrazolo[1,5-a]pyrazin-3-yl)-2-[4-(1H-pyrazol-5-yl)benzoyl]cyclohexanecarboxamide O=C1C=2N(CCN1)N=CC2NC(=O)[C@H]2[C@@H](CCCC2)C(C2=CC=C(C=C2)C2=CC=NN2)=O